2-cyano-1-(1-((S)-1-(dimethylamino)-2-(4-hydroxyphenyl)ethyl)cyclopropyl)-3-(8-fluorobenzchroman-3-yl)guanidine methyl-6-fluoro-1,3-benzoxazole-5-carboxylate CC=1OC2=C(N1)C=C(C(=C2)F)C(=O)O.C(#N)N=C(NC2(CC2)[C@H](CC2=CC=C(C=C2)O)N(C)C)NC2COC1=C3C(=CC=C1C2)C=C(C=C3)F